3-[[4-(4-fluorophenyl)-7-hydroxy-3-(2-methoxy-1,1-dimethyl-ethyl)-1-isoquinolinyl]oxy]cyclobutanecarboxylic acid FC1=CC=C(C=C1)C1=C(N=C(C2=CC(=CC=C12)O)OC1CC(C1)C(=O)O)C(COC)(C)C